FC1(CCN(CC1)C1=NC(=CC2=C1COC2(C)CC)NC(C2=C(C=C(C=C2)NS(=O)(=O)CCO)N2CCC1(CC1)CC2)=O)F N-(4-(4,4-difluoropiperidin-1-yl)-1-ethyl-1-methyl-1,3-dihydrofuro[3,4-c]pyridine-6-yl)-4-(2-hydroxyethylsulfonylamino)-2-(6-azaspiro[2.5]octane-6-yl)benzamide